N-(5-((2-(5-azaspiro[3.4]octan-5-yl)ethyl)carbamoyl)-2-methylpyridin-3-yl)-2-(3-methoxy-1-methyl-1H-pyrazol-4-yl)pyrazolo[5,1-b]thiazole-7-carboxamide C1CCC12N(CCC2)CCNC(=O)C=2C=C(C(=NC2)C)NC(=O)C=2C=NN1C2SC(=C1)C=1C(=NN(C1)C)OC